ClCC1=C(N=NN1C)C1=CC=C(C(=N1)C)OC[C@@H]1[C@H](CCCC1)C(=O)OC methyl (1S,2S)-2-(((6-(5-(chloromethyl)-1-methyl-1H-1,2,3-triazol-4-yl)-2-methylpyridin-3-yl)oxy)methyl)cyclohexane-1-carboxylate